(R)-4-methyl-2-Hydroxy-2-pentanol CC(CC(C)(O)O)C